AzidoMethyl-Phenylalanine N(=[N+]=[N-])CN[C@@H](CC1=CC=CC=C1)C(=O)O